C(C=C)(=O)N1C(CN(CC1)C1=NC(=NC=2CC(CCC12)N1CCC2=CC=C(C=C12)O)N1CC(C1)N(C)C)CC#N 2-(1-acryloyl-4-(2-(3-(dimethylamino)azetidin-1-yl)-7-(6-hydroxyindolin-1-yl)-5,6,7,8-tetrahydroquinazolin-4-yl)piperazin-2-yl)acetonitrile